C[C@@H]1CC2(CN(C2)C(=O)OC(C)(C)C)CC[C@@H]1OC1CCNCC1 tert-butyl (6R,7S)-6-methyl-7-(4-piperidyloxy)-2-azaspiro[3.5]nonane-2-carboxylate